3-(trifluoromethoxymethyl)chlorobenzene methyl-3-[(3-{[(1R,2S)-2-fluorocyclopropyl]carbamoyl}-8-(methylamino)imidazo[1,2-b]pyridazin-6-yl)amino]-2-oxo-[1,2'-bipyridine]-5'-carboxylate COC(=O)C=1C=CC(=NC1)N1C(C(=CC=C1)NC=1C=C(C=2N(N1)C(=CN2)C(N[C@H]2[C@H](C2)F)=O)NC)=O.FC(OCC=2C=C(C=CC2)Cl)(F)F